(R)-2-(3-(1-((6-bromo-2-methylquinazolin-4-yl)amino)ethyl)phenyl)-2,2-difluoroethane BrC=1C=C2C(=NC(=NC2=CC1)C)N[C@H](C)C=1C=C(C=CC1)C(C)(F)F